ClC1=NC=C(C(=C1F)C1=C(C=NC(=C1)C)C(=O)NC=1SC=2CN(CCC2N1)C(=O)C1COCC1)OC 2'-chloro-3'-fluoro-5'-methoxy-6-methyl-N-(5-(tetrahydrofuran-3-carbonyl)-4,5,6,7-tetrahydrothiazolo[5,4-c]pyridin-2-yl)-[4,4'-bipyridine]-3-carboxamide